5-fluoro-1-naphthalenenitrile FC1=C2C=CC=C(C2=CC=C1)C#N